(R)-N-(1-cyanoethyl)-4-(2-((1-(cyanomethyl)-1H-pyrazol-4-yl)amino)-5-fluoropyrimidin-4-yl)benzamide C(#N)[C@@H](C)NC(C1=CC=C(C=C1)C1=NC(=NC=C1F)NC=1C=NN(C1)CC#N)=O